(3R)-1-[(3-Methyl-6-{[2-(3-methylpyridin-2-yl)-[1,3]thiazolo[5,4-c]pyridin-6-yl]amino}pyridin-2-yl)methyl]pyrrolidine-3-carbonitrile CC=1C(=NC(=CC1)NC1=CC2=C(C=N1)SC(=N2)C2=NC=CC=C2C)CN2C[C@@H](CC2)C#N